tert-Butyl-(tert-butoxycarbonyl)-L-serine (9H-fluoren-9-yl)methyl-4-(8-(1-((2-(tert-butoxycarbonyl)phenyl)amino)ethyl)-6-methyl-4-oxo-4H-chromen-2-yl)piperazine-1-carboxylate C1=CC=CC=2C3=CC=CC=C3C(C12)CC1N(CCN(C1)C=1OC2=C(C=C(C=C2C(C1)=O)C)C(C)NC1=C(C=CC=C1)C(=O)OC(C)(C)C)C(=O)OC[C@H](N(C(=O)OC(C)(C)C)C(C)(C)C)C(=O)O